4-(2,3,3-trimethylbutanoyl)piperazin CC(C(=O)N1CCNCC1)C(C)(C)C